CN(CC(=O)N1CCC(CC1)C=1C=C2C(=C(NC2=CC1)C1=CC(=NC=C1)F)C(C)C)C 2-(dimethylamino)-1-(4-(2-(2-fluoropyridin-4-yl)-3-isopropyl-1H-indol-5-yl)piperidin-1-yl)ethan-1-one